3-Ethoxy-4-isobutyryloxybenzaldehyd C(C)OC=1C=C(C=O)C=CC1OC(C(C)C)=O